N-(1-cyclobutyl-7-fluoro-1H-benzo[d]imidazol-2-yl)-4,4,4-trifluoro-3,3-dimethylbutanamide C1(CCC1)N1C(=NC2=C1C(=CC=C2)F)NC(CC(C(F)(F)F)(C)C)=O